C[O-].C[O-].C[O-].[O-]CCCC.[Zr+4] zirconium butoxide trimethoxide